CC1=C(C=CC=C1)C(=O)N 2-methylbenzeneamide